3-ethoxy-6-(2-(2-(trifluoromethyl)pyridin-4-yl)-2,6-diazaspiro[3.4]octan-6-yl)-1H-pyrazolo[3,4-d]pyrimidine C(C)OC1=NNC2=NC(=NC=C21)N2CC1(CN(C1)C1=CC(=NC=C1)C(F)(F)F)CC2